CC1=NC=CC(=C1)NC=1C=C(C=CC1)NC(C1=CC=C(C=C1)NC1=CC=NC=C1)=O N-(3-((2-methylpyridin-4-yl)amino)phenyl)-4-(pyridin-4-ylamino)benzamide